(3R)-3-amino-5-[(4-chlorophenyl)methyl]-8-fluoro-7-[5-[4-methyl-1-oxido-1-(2,2,2-trifluoroethyl)piperidin-1-ium-4-yl]-1,2,4-oxadiazol-3-yl]-1-oxo-2,3-dihydro-1λ4,5-benzothiazepin-4-one N[C@H]1CS(C2=C(N(C1=O)CC1=CC=C(C=C1)Cl)C=C(C(=C2)F)C2=NOC(=N2)C2(CC[N+](CC2)(CC(F)(F)F)[O-])C)=O